C(C1=CC=CC=C1)C=1N(C(=NN1)SC(C(=O)NC1=C(C2=C(S1)CCC2)C(=O)N)C)CC 2-{2-[(5-benzyl-4-ethyl-4H-1,2,4-triazol-3-yl)sulfanyl]propanamido}-4H,5H,6H-cyclopenta[b]thiophene-3-carboxamide